(t-butyldiphenylsilyl) (n-butyl) malate C(C(O)CC(=O)OCCCC)(=O)O[Si](C1=CC=CC=C1)(C1=CC=CC=C1)C(C)(C)C